C(C)C12CC3(CC(CC(C1)C3)C2)CC(=O)O 2-(3-ethyl-adamantan-1-yl)acetic acid